NC=1C=C(C=C2C=C(N=CC12)NC(=O)[C@H]1[C@@H](C1)C#N)N1C([C@@H](CC1)O)=O |r| (±)-trans-N-(8-amino-6-((R)-3-hydroxy-2-oxopyrrolidin-1-yl)isoquinolin-3-yl)-2-cyanocyclopropanecarboxamide